NC1=NC=C(C=C1OCC=1C=C(C=CC1)NC(C1=CC(=CC=C1)C)=O)Cl N-(3-(((2-amino-5-chloropyridin-3-yl)oxy)methyl)phenyl)-3-methylbenzamide